(5-(1-benzenesulfonyl-1,2,5,6-tetrahydropyridin-4-yl)-3-hydroxy-pyridine-2-carbonyl)glycine methyl ester COC(CNC(=O)C1=NC=C(C=C1O)C1=CCN(CC1)S(=O)(=O)C1=CC=CC=C1)=O